C(C)(C)(C)OC(=O)N1C(C(CC1)NS(=O)(=O)C=1C=2C3=C(C(N(C3=CC1)CC)=O)C=CC2)C(C)(C)C tert-butyl-3-(1-ethyl-2-oxo-1,2-dihydrobenzo[cd]indole-6-sulfonamido)pyrrolidine-1-carboxylic acid tert-butyl ester